FC=1C(=NC(=NC1)NC1=CC(=CC=C1)N1CCN(CC1)C1CCOCC1)N1C=C(C2=CC=CC=C12)C(=O)N 1-(5-fluoro-2-{3-[4-(tetrahydro-pyran-4-yl)-piperazin-1-yl]-phenylamino}-pyrimidin-4-yl)-1H-indole-3-carboxylic acid amide